2-(2-((5-chloro-2-methylphenyl)thio)-6-fluorophenyl)-1,3-dioxolane ClC=1C=CC(=C(C1)SC1=C(C(=CC=C1)F)C1OCCO1)C